FC=1C=CC=2N(C1)N=CC2C(=O)NC2=C(C=C(C(=C2)C2=NN=C(N2)C)F)C 6-Fluoro-N-[4-fluoro-2-methyl-5-(5-methyl-4H-1,2,4-triazol-3-yl)phenyl]pyrazolo[1,5-a]pyridine-3-carboxamide